tert-butyl (4-cyclobutyl-3-(1-methyl-1H-pyrazol-3-yl)phenyl)carbamate C1(CCC1)C1=C(C=C(C=C1)NC(OC(C)(C)C)=O)C1=NN(C=C1)C